CC1=NOC(=C1C1=CC2=C(N(C(=N2)CC2=C(C=CC(=C2)F)OC)C2CCC(CC2)C(=O)O)C=C1)C (1r,4r)-4-(5-(3,5-dimethylisoxazol-4-yl)-2-(5-fluoro-2-methoxybenzyl)-1H-benzo[d]imidazol-1-yl)cyclohexane-1-carboxylic acid